FC=1C=C(C=C(C1)F)C1=CC(=C(C=C1)OC)NC1=NC=NC2=CC(=C(C=C12)OC1CN(C1)C(C=C)=O)OC 1-(3-((4-((3',5'-difluoro-4-methoxy-[1,1'-biphenyl]-3-yl)amino)-7-methoxyquinazoline-6-yl)oxy)azetidin-1-yl)prop-2-en-1-one